tert-Butyl 6-(methanesulfonamido)-3,4-dihydro-1H-isoquinoline-2-carboxylate CS(=O)(=O)NC=1C=C2CCN(CC2=CC1)C(=O)OC(C)(C)C